NCCOCCOCCOCCOCCOCCOCCOCCOCCNC(COC1C#CCCCCC1)=O N-(26-amino-3,6,9,12,15,18,21,24-octaoxahexacosan-1-yl)-2-(cyclooct-2-yn-1-yloxy)acetamide